(1R,2S,3S,4R)-3-((2-(5-fluoro-1H-pyrrolo[2,3-b]pyridin-3-yl)-6-(1-methyl-1H-pyrazol-4-yl)pyrrolo[2,1-f][1,2,4]triazin-4-yl)amino)bicyclo[2.2.2]octane-2-carboxylic acid FC=1C=C2C(=NC1)NC=C2C2=NN1C(C(=N2)N[C@@H]2[C@H](C3CCC2CC3)C(=O)O)=CC(=C1)C=1C=NN(C1)C